FC1=C(C=C2C(=NN(C(C2=C1)=O)C1=C(C=CC=C1)C)C(C)C)O 7-fluoro-6-hydroxy-4-isopropyl-2-(o-tolyl)phthalazin-1(2H)-one